(4-(tert-butyl) cyclohex-1-en-1-yl) methyl-4-methylbenzenesulfonate CC1=C(C=CC(=C1)C)S(=O)(=O)OC1=CCC(CC1)C(C)(C)C